((R)-2-(aminomethyl)morpholino)((S)-1-(4-fluorophenyl)-3,4-dihydroisoquinolin-2(1H)-yl)methanone NC[C@H]1OCCN(C1)C(=O)N1[C@H](C2=CC=CC=C2CC1)C1=CC=C(C=C1)F